ClC=1N=CC2=CC=CC(=C2C1)C1=CN=CN1C 3-chloro-5-(1-methyl-1H-imidazol-5-yl)isoquinoline